N1C=C(CC2=CC=CN=C12)C(=O)[O-] 1,4-dihydro-1,8-naphthyridine-3-carboxylate